2-[3-(4-Bromopyrazol-1-yl)-1-[2-[[1-[2-(4-morpholino-1-piperidyl)-2-oxoethyl]pyrazol-4-yl]amino]-[1,2,4]triazolo[1,5-a]pyridin-8-yl]azetidin-3-yl]acetonitril BrC=1C=NN(C1)C1(CN(C1)C=1C=2N(C=CC1)N=C(N2)NC=2C=NN(C2)CC(=O)N2CCC(CC2)N2CCOCC2)CC#N